(R)-5-(2-((2-(4-methylpiperazin-1-yl)pyridin-4-yl)amino)-7H-pyrrolo[2,3-d]pyrimidin-5-yl)-N-(1,1,1-trifluoropropan-2-yl)pyrazolo[1,5-a]pyridine-3-carboxamide CN1CCN(CC1)C1=NC=CC(=C1)NC=1N=CC2=C(N1)NC=C2C2=CC=1N(C=C2)N=CC1C(=O)N[C@@H](C(F)(F)F)C